S(=O)(=O)(N1C(=NC=C1)C)N1C(=NC=C1)C 1,1'-sulfonylbis(2-methyl-1H-imidazole)